N[C@@H]1CN(CC1)CC1=CC=2C(=CN=C(C2C2=CC=C(C#N)C=C2)C2=CC=C(C=C2)OC)N1C (S)-4-(2-((3-aminopyrrolidin-1-yl)methyl)-5-(4-methoxyphenyl)-1-methyl-1H-pyrrolo[2,3-c]pyridin-4-yl)benzonitrile